ClC1=C(C=C(C=C1)F)C1=CC=C(N=N1)NCC1=C2CCN(CC2=CC=C1)CC1CCCCC1 6-(2-chloro-5-fluorophenyl)-N-((2-(cyclohexylmethyl)-1,2,3,4-tetrahydroisoquinolin-5-yl)methyl)pyridazin-3-amine